[Na+].[Fe+2].C(CN(CC(=O)[O-])CC(=O)[O-])N(CC(=O)O)CC(=O)[O-] ethylenediaminetetraacetic acid-iron-sodium salt